2-(benzylamino)ethan-1-ol C(C1=CC=CC=C1)NCCO